3-(((2-chloro-4-(methoxycarbonyl)-6-nitrophenyl)amino)methyl)azetidine-1-carboxylic acid tert-butyl ester C(C)(C)(C)OC(=O)N1CC(C1)CNC1=C(C=C(C=C1[N+](=O)[O-])C(=O)OC)Cl